C(C)(C)[NH+](C(C)C)C(C)C trisisopropylammonium